N-(4-(6-(Dibenzo[b,d]furan-2-yl(9,9-dimethyl-9H-fluoren-2-yl)amino)-1,3,3-trimethyl-2,3-dihydro-1H-inden-1-yl)phenyl)-N-(9,9-dimethyl-9H-fluoren-2-yl)dibenzo[b,d]furan-2-amine C1=C(C=CC=2OC3=C(C21)C=CC=C3)N(C3=CC=C2C(CC(C2=C3)(C)C3=CC=C(C=C3)N(C3=CC2=C(OC1=C2C=CC=C1)C=C3)C3=CC=1C(C2=CC=CC=C2C1C=C3)(C)C)(C)C)C3=CC=1C(C2=CC=CC=C2C1C=C3)(C)C